N-[(6-chloro-3,4-dihydro-2H-1-benzopyran-2-yl)methyl]-3-[2-(4-chloro-3-fluorophenoxy)acetamido]bicyclo[1.1.1]pentane-1-carboxamide ClC=1C=CC2=C(CCC(O2)CNC(=O)C23CC(C2)(C3)NC(COC3=CC(=C(C=C3)Cl)F)=O)C1